5-Chloro-2-[2-[5-(trifluoromethyl)-3-isoxazolyl]phenoxy]pyrimidin ClC=1C=NC(=NC1)OC1=C(C=CC=C1)C1=NOC(=C1)C(F)(F)F